oleyl-bis-(2-hydroxyethyl)methyl-ammonium chloride [Cl-].C(CCCCCCC\C=C/CCCCCCCC)[N+](C)(CCO)CCO